tert-butyl (4-cyanocyclohexyl)carbamate C(#N)C1CCC(CC1)NC(OC(C)(C)C)=O